[F-].[F-].[F-].CS(=O)(=O)[O-].[Li+] Lithium methanesulfonate trifluoride